α-bromomethylstyrene BrCC(=C)C1=CC=CC=C1